FC1=C(C=C(C=N1)NC(=O)C1=C(N(C(=C1C)C(C(=O)N[C@H]1[C@@H](CCCC1)O)=O)C)C)C N-(6-fluoro-5-methylpyridin-3-yl)-5-(2-(((1R,2R)-2-hydroxycyclohexyl)amino)-2-oxoacetyl)-1,2,4-trimethyl-1H-pyrrole-3-carboxamide